C12COCC2C1C#CC1=C(C=C2C(=NC=NC2=C1)NC1=C(C(=C(C=C1)Cl)Cl)F)C(C(=O)N)=C (7-(3-oxabicyclo[3.1.0]hexane-6-ylethynyl)-4-((3,4-dichloro-2-fluorophenyl)amino)quinazolin-6-yl)acrylamide